FC1=C2C=C(N=NC2=CC(=C1)C=1CCNCC1)C1=CC2=CN(N=C2C(=C1)C#N)C 5-[5-Fluoro-7-(1,2,3,6-tetrahydropyridin-4-yl)cinnolin-3-yl]-2-methyl-2H-indazole-7-carbonitrile